FC1=NC(=CC=C1N1C(NC2=C(C1=O)SC=N2)=S)OC 6-(2-Fluoro-6-methoxypyridin-3-yl)-5-thioxo-5,6-dihydrothiazolo[4,5-d]pyrimidin-7(4H)-one